(6aR)-8-propenoyl-4-chloro-3-(2-fluoro-6-hydroxyphenyl)-1-(2-isopropylphenoxy)-6,6a,7,8,9,10-hexahydro-12H-pyrazino[2,1-c]pyrido[3,4-f][1,4]oxazepin-12-one C(C=C)(=O)N1C[C@@H]2COC3=C(C(N2CC1)=O)C(=NC(=C3Cl)C3=C(C=CC=C3O)F)OC3=C(C=CC=C3)C(C)C